(2S)-butan CCCC